tertbutyl diethylmethylsilyl carbonate C(OC(C)(C)C)(O[Si](C)(CC)CC)=O